Methyl 2-(4-isopropoxyphenylamino)acetate C(C)(C)OC1=CC=C(C=C1)NCC(=O)OC